1-(4-aminomethyl-cyclohexyl-methyl)-2,3-dicyclohexylguanidine NCC1CCC(CC1)CNC(=NC1CCCCC1)NC1CCCCC1